C(C)(C)(C)OC(=O)N(CCCCN([C@H](C(=O)O)C(C)C)C)C (S)-2-((4-((tert-butoxycarbonyl)(methyl)amino)butyl)(methyl)amino)-3-methylbutanoic Acid